O=C1NC(CCC1N1C(C2=CC(=CC(=C2C1=O)OC)C=1C=NNC1)=O)=O 2-(2,6-dioxopiperidin-3-yl)-4-methoxy-6-(1H-pyrazol-4-yl)isoindoline-1,3-dione